[Cl-].C(C1=CC=CC=C1)OC(=O)NCC1(C2CC[NH2+]CC12)C1=NOC(=C1)COC 7-((((benzyloxy)carbonyl)amino)methyl)-7-(5-(methoxymethyl)isoxazol-3-yl)-3-azabicyclo[4.1.0]heptan-3-ium chloride